OC1(C2=NN=C(C=3C(=CC(=C(C(CCCCCC1)C)N3)C(F)(F)F)NC(OC(C)(C)C)=O)O2)C(F)(F)F tert-Butyl N-[6-hydroxy-13-methyl-6,15-bis(trifluoromethyl)-19-oxa-3,4,18-triazatricyclo[12.3.1.12,5]nonadeca-1(18),2,4,14,16-pentaen-17-yl]carbamate